Isopropyl ((((1S,4R)-4-(2-amino-6-methoxy-9H-purin-9-yl)cyclopent-2-en-1-yl)methoxy)(3-(dimethylamino)phenoxy)phosphoryl)-L-alaninate NC1=NC(=C2N=CN(C2=N1)[C@H]1C=C[C@H](C1)COP(=O)(OC1=CC(=CC=C1)N(C)C)N[C@@H](C)C(=O)OC(C)C)OC